3-azido-3-methylbutan-1-amine N(=[N+]=[N-])C(CCN)(C)C